OC1=C(C(=O)OC)C=CN=C1 Methyl 3-hydroxyisonicotinate